(tert-butoxycarbonylamino)-1-fluorenylmethoxycarbonyl-piperidine-4-carboxylic acid C(C)(C)(C)OC(=O)NC1N(CCC(C1)C(=O)O)C(=O)OCC1=CC=CC=2C3=CC=CC=C3CC12